C(C)OC(=O)C=1NC2=C(C=CC(=C2C1)NC1=CC(=C(C=C1)F)F)F 4-((3,4-difluorophenyl)amino)-7-fluoro-1H-indole-2-carboxylic acid ethyl ester